3-(4-{8-amino-5-[(4-aminopiperidin-1-yl)methyl]-3-methylimidazo[1,5-a]pyrazin-1-yl}naphthalen-1-yl)-1-[3-(trifluoromethyl)phenyl]urea NC=1C=2N(C(=CN1)CN1CCC(CC1)N)C(=NC2C2=CC=C(C1=CC=CC=C21)NC(NC2=CC(=CC=C2)C(F)(F)F)=O)C